NC1=CC(=C(C(=O)NCCC[C@@H](C(=O)O)NC(C2=CC=C(C=C2)NCC=2N=C3C(=NC(=NC3=NC2)N)N)=O)C=C1)C=1N=NNN1 (S)-5-(4-Amino-2-(2H-tetrazol-5-yl)benzamido)-2-(4-(((2,4-diaminopteridin-6-yl)methyl)amino)benzamido)pentanoic acid